2-[3-methyl-5-(1-piperidylsulfonyl)indol-1-yl]-N-(5-methyl-1-tetrahydropyran-2-yl-indazol-6-yl)propanamide CC1=CN(C2=CC=C(C=C12)S(=O)(=O)N1CCCCC1)C(C(=O)NC1=C(C=C2C=NN(C2=C1)C1OCCCC1)C)C